C(C)(C)O s-propyl alcohol